(R)-1-(1-acryloylpyrrolidin-3-yl)-3-(4-(pyridin-3-yloxy)phenyl)-1H-imidazo[4,5-c]pyridin-2(3H)-one C(C=C)(=O)N1C[C@@H](CC1)N1C(N(C=2C=NC=CC21)C2=CC=C(C=C2)OC=2C=NC=CC2)=O